bis(1-octyl oxy-2,2,6,6-tetramethyl-4-piperidyl) sebacate C(CCCCCCCCC(=O)OC1CC(N(C(C1)(C)C)OCCCCCCCC)(C)C)(=O)OC1CC(N(C(C1)(C)C)OCCCCCCCC)(C)C